(S)-N-(5-(5-(2-(1,1-difluoroethyl)morpholino)benzo[d]oxazol-2-yl)-8-(methylamino)-2,7-naphthyridin-3-yl)cyclopropanecarboxamide FC(C)(F)[C@H]1OCCN(C1)C=1C=CC2=C(N=C(O2)C2=C3C=C(N=CC3=C(N=C2)NC)NC(=O)C2CC2)C1